C(C1CC(CC1)N=C=O)C1CC(CC1)N=C=O 1,1'-methylene-bis-(3-isocyanatocyclopentane)